5-ETHYLISOPHTHALALDEHYDE C(C)C=1C=C(C=C(C=O)C1)C=O